dimethyl 2,5-dihydrothiophene-3,4-dicarboxylate S1CC(=C(C1)C(=O)OC)C(=O)OC